COC(C1=CC(=C(C=C1)S(=O)(=O)CC1=NN(C=C1)C)C#CC1=CC=C(C=C1)F)=O.FC1=CC=C(C=C1)C#CC=1C=C(C(=O)O)C=CC1S(=O)(=O)CC1=NN(C=C1)C 3-((4-fluorophenyl)ethynyl)-4-(((1-methyl-1H-pyrazol-3-yl)methyl)sulfonyl)benzoic acid Methyl-3-((4-fluorophenyl)ethynyl)-4-(((1-methyl-1H-pyrazol-3-yl)methyl)sulfonyl)benzoate